C(C)C=1C=NC=CC1CN1C(=CC=C1)C(=O)NC=1SC=C(N1)C(C)(C)OC(C)C 1-((3-ethylpyridin-4-yl)methyl)-N-(4-(2-isopropoxypropan-2-yl)thiazol-2-yl)-1H-pyrrole-2-carboxamide